C(=O)O.FC(C=1C=2N(C=CC1)C(=CN2)C2=NC=C(C1=C2CNC1=O)NC1=NC=C(C=C1)N1C[C@H](OCC1)C(C)(C)O)F 4-[8-(difluoromethyl)imidazo[1,2-a]pyridin-3-yl]-7-[[5-[(2S)-2-(1-hydroxy-1-methyl-ethyl)morpholin-4-yl]-2-pyridyl]amino]-2,3-dihydropyrrolo[3,4-c]pyridin-1-one Formic acid salt